METHYL-(methylsulfonylamino) benzoate C(C1=CC=CC=C1)(=O)ON(S(=O)(=O)C)C